1,3-bis-(methoxycarbonyl)-2-methyl-2-thioisourea COC(=O)NC(SC)=NC(=O)OC